CC1(CC(C=2C(=CC=CC12)N)C)C 1,1,3-trimethylindan-4-amine